[Cl-].C(CCCCCCCCCCCCCCCCCCC)[NH+](C)C icosyl-dimethylammonium chloride